di(4-aminophenoxy)benzene NC1=CC=C(OC2=C(C=CC=C2)OC2=CC=C(C=C2)N)C=C1